O=C1C(=CNC=C1C=1C=NC=CC1)C(=O)N 4-oxo-5-(pyridin-3-yl)-1,4-dihydropyridine-3-carboxamide